(R)-5-(2-(1H-indol-3-yl)ethyl)-6-(cyclohexylmethyl)-5,6,7,8-tetrahydro-[1,3]dioxolo[4,5-g]isoquinoline N1C=C(C2=CC=CC=C12)CC[C@H]1N(CCC=2C=C3C(=CC12)OCO3)CC3CCCCC3